6-(2-(ethylamino)-4-methoxyphenyl)-5,6,7,8-tetrahydronaphthalen-2-ol C(C)NC1=C(C=CC(=C1)OC)C1CC=2C=CC(=CC2CC1)O